4-(2-(4-benzyl-3,5-dioxo-1,2,4-thiadiazolidin-2-yl)ethoxy)benzaldehyde C(C1=CC=CC=C1)N1C(N(SC1=O)CCOC1=CC=C(C=O)C=C1)=O